N-((3S,4R)-4-((6-(2,6-dichloro-3,5-dimethoxyphenyl)-8-(oxetan-3-ylamino)pyrido[3,4-d]pyrimidin-2-yl)amino)-1-(1H-pyrazol-4-yl)pyrrolidin-3-yl)acrylamide ClC1=C(C(=C(C=C1OC)OC)Cl)C1=CC2=C(N=C(N=C2)N[C@H]2[C@H](CN(C2)C=2C=NNC2)NC(C=C)=O)C(=N1)NC1COC1